O=CCCCCC(=O)OCC1=CC=CC=C1N1[C@@H]([C@@H]([C@@H]([C@H](C1)NC(C)=O)O)O)CC=C 6-[(2R,3S,4R,5S)-5-acetamido-2-allyl-3,4-dihydroxy-1-piperidinyl]-benzyl 6-oxo-hexanoate